(R)-1-((5-(5-(difluoromethyl)-1,3,4-oxadiazol-2-yl)pyridin-2-yl)methyl)-6-fluoro-5-(1H-indol-4-yl)-3-(1-methylpyrrolidin-3-yl)-1,3-dihydro-2H-benzo[d]imidazol-2-one FC(C1=NN=C(O1)C=1C=CC(=NC1)CN1C(N(C2=C1C=C(C(=C2)C2=C1C=CNC1=CC=C2)F)[C@H]2CN(CC2)C)=O)F